tert-butyl (S)-(2-(3-chlorophenyl)-1-(1-(difluoromethyl)-1H-pyrazol-3-yl)ethyl)carbamate ClC=1C=C(C=CC1)C[C@@H](C1=NN(C=C1)C(F)F)NC(OC(C)(C)C)=O